(S)-4-cyclopropyl-oxazolidin-2-one C1(CC1)[C@@H]1NC(OC1)=O